BrC=1C=CC2=C(N(C(N2)=O)C(C)C)C1 6-Bromo-1-isopropyl-1H-benzo[d]imidazol-2(3H)-one